CN1[C@@H]([C@H](CC1=O)C(=O)NCCOCCC(=O)O)C=1C=NC=CC1 3-(2-((2S,3S)-1-Methyl-5-oxo-2-(pyridin-3-yl)pyrrolidine-3-carboxamido)ethoxy)propanoic acid